N,N-dimethylserotonin CN(C)CCC1=CNC2=C1C=C(C=C2)O